3-[1-(2-hydroxyethoxy)ethyl]-1H-isochromen-1-one OCCOC(C)C=1OC(C2=CC=CC=C2C1)=O